CN(CCCNC(=O)C1=CC2=C(NC(=N2)C=2C=CC=3N(C4=CC=CC=C4C3C2)CC)C=C1)C N-(3-(dimethylamino)propyl)-2-(9-ethyl-9H-carbazol-3-yl)-1H-Benzo[D]imidazole-5-carboxamide